2-Methyl-(5-cyano-2-methoxypyridin-4-yl) acetate C(C)(=O)OC1=CC(NC=C1C#N)(OC)C